C(C)(C)(C)OC(=O)NNC(C1=CC=C(C=C1)CN(C)C(=O)OC(C)(C)C)=O 2-(4-(((tert-butoxycarbonyl)(methyl)amino)methyl)benzoyl)hydrazine-1-carboxylic acid tert-butyl ester